C(CCC)C=1N(C2=C(C(=NC=3C=CC(=CC23)N2CCNCC2)N)N1)CCCCN(C)C 2-butyl-1-[4-(dimethylamino)butyl]-8-piperazin-1-yl-imidazo[4,5-c]quinolin-4-amine